C1(CCC12CCNCC2)NC(OC(C)(C)C)=O tert-Butyl 7-azaspiro[3.5]non-1-ylcarbamate